N1(CCCC1)[Si](C=C)(C=C)N1CCCC1 di(pyrrolidinyl)divinyl-silane